1-{(2S,5R)-2-METHYL-5-[(7H-PYRROLO[2,3-D]PYRIMIDIN-4-YL)AMINO]PIPERIDINE-1-YL}PROP-2-EN-1-ONE C[C@@H]1N(C[C@@H](CC1)NC=1C2=C(N=CN1)NC=C2)C(C=C)=O